tert-butyl 3-bromo-2-((2-((tertbutyldimethylsilyl)oxy)ethyl)(methyl)carbamoyl)-7,8-dihydro-4H-pyrazolo[1,5-a][1,4]diazepine-5(6H)-carboxylate BrC=1C(=NN2C1CN(CCC2)C(=O)OC(C)(C)C)C(N(C)CCO[Si](C)(C)C(C)(C)C)=O